BrC=1C=CC=2N(C1)C(=NN2)COC 6-bromo-3-(methoxymethyl)-[1,2,4]triazolo[4,3-a]pyridine